5-[(2,4-difluorophenyl)methylcarbamoyl]-4-oxo-pyridine-2-carboxylate FC1=C(C=CC(=C1)F)CNC(=O)C=1C(CC(=NC1)C(=O)[O-])=O